3-[(6-ethoxy-1,3-benzothiazol-2-yl)carbamoyl]bicyclo[2.2.1]hept-5-ene-2-carboxylic acid C(C)OC1=CC2=C(N=C(S2)NC(=O)C2C(C3C=CC2C3)C(=O)O)C=C1